C(C(C)C)OC(C=1C(C(=O)OCC(C)C)=CC(=C(C1)C(=O)OCC(C)C)C(=O)OCC(C)C)=O Tetra-i-butyl-pyromellitic acid